1-(6-(2-hydroxyphenyl)pyridazin-4-yl)-4-(o-tolyloxy)piperidine-4-carboxylic acid OC1=C(C=CC=C1)C1=CC(=CN=N1)N1CCC(CC1)(C(=O)O)OC1=C(C=CC=C1)C